5-tert-butyl-N-[[2-methyl-4-(6-piperazin-1-ylpyrrolo[2,1-f][1,2,4]triazin-4-yl)phenyl]methyl]-1,2,4-oxadiazole-3-carboxamide C(C)(C)(C)C1=NC(=NO1)C(=O)NCC1=C(C=C(C=C1)C1=NC=NN2C1=CC(=C2)N2CCNCC2)C